(S)-N-((3',4'-dichloro-[1,1'-biphenyl]-4-yl)methyl)-2-(dimethylamino)pentanamide ClC=1C=C(C=CC1Cl)C1=CC=C(C=C1)CNC([C@H](CCC)N(C)C)=O